Butyl (3-cyano-7-fluoro-4-(5-fluoro-3-((1-(morpholinomethyl)cyclobutyl)methoxy)-7,9-dihydrofuro[3,4-f]quinazolin-6-yl)thieno[3,2-c]pyridin-2-yl)carbamate C(#N)C1=C(SC2=C1C(=NC=C2F)C=2C1=C(C=3C=NC(=NC3C2F)OCC2(CCC2)CN2CCOCC2)COC1)NC(OCCCC)=O